FCC1=NN2C([C@H]([C@@H](CC2)[C@@H]2N3C(C4=CC=CC=C24)=CN=C3)O)=C1 (4S,5S)-2-(fluoromethyl)-5-((S)-5H-imidazo[5,1-a]isoindol-5-yl)-4,5,6,7-tetrahydropyrazolo[1,5-a]pyridin-4-ol